C1(CCC1)SC1=NC=CC=C1C1=CC(=C(OCCCC#N)C(=C1)F)F 4-[4-(2-Cyclobutylsulfanyl-3-pyridinyl)-2,6-difluoro-phenoxy]butanenitrile